7-fluoro-2-(2-methylbenzo[d]oxazol-6-yl)-4H-pyrido[1,2-a]pyrimidin-4-one FC=1C=CC=2N(C(C=C(N2)C2=CC3=C(N=C(O3)C)C=C2)=O)C1